methyl-2-methyl-6-morpholino-5-(pyrazolo[1,5-a]pyrimidine-3-carboxamido)-2,3-dihydrobenzofuran CC1(OC2=C(C1)C=C(C(=C2)N2CCOCC2)NC(=O)C=2C=NN1C2N=CC=C1)C